OC1=CC=C(C=C1)C(C)(C)C1=CC=C(C2=CC=CC=C12)S(=O)(=O)O 4-[1-(4-hydroxyphenyl)-1-methylethyl]naphthalene-1-sulfonic acid